ClC1=NC=C(C(=N1)NC1=CC=C(C=C1)OC(F)(F)F)Cl 2,5-dichloro-N-(4-(trifluoromethoxy)phenyl)pyrimidin-4-amine